COC1=NC=C(C2=C1N=C(S2)NC(=O)N2CC(CC2)COC)C2CCOCC2 3-Methoxymethyl-pyrrolidine-1-carboxylic acid [4-methoxy-7-(tetrahydropyran-4-yl)-thiazolo[4,5-c]pyridin-2-yl]-amide